COC1=C(CN2CCN(CC2)C=2C=CC3=C(C=C(O3)C(=O)O)C2C)C=CC=C1OC 5-[4-(2,3-dimethoxy-benzyl)-piperazin-1-yl]-4-methyl-benzofuran-2-carboxylic acid